C(C)(=O)N1CC(C2=C1C=C(C=1N2C(=NN1)C=O)CC1=CC=C(C=C1)F)(C)C 6-acetyl-4-(4-fluorobenzyl)-8,8-dimethyl-7,8-dihydro-6H-pyrrolo[2,3-e][1,2,4]triazolo[4,3-a]pyridine-1-carbaldehyde